C1(=CC=CC=C1)N(C1=CC=CC=C1)C1OC(C2=CC=CC=C12)=O 3-(N,N-diphenyl)aminoisobenzofuran-1(3H)-one